methoxy-1-(4-methoxyphenyl)benzo[d][1,3,2]thiaselenazol-1-one COC1=CC=CC2=C1[Se]NS2(=O)C2=CC=C(C=C2)OC